1-(3'-([2,3'-bipyridyl]-4-yl)-3-chloro-5'-fluoro-2'-hydroxy-[1,1'-biphenyl]-4-yl)-3-methyl-1H-imidazol-2(3H)-one N1=C(C=C(C=C1)C=1C(=C(C=C(C1)F)C1=CC(=C(C=C1)N1C(N(C=C1)C)=O)Cl)O)C=1C=NC=CC1